Dichloro-4-{6-[2-(7-fluoro-4-methoxy-2-methyl-indol-1-yl)-ethylamino]-pyrimidin-4-yl}-benzoic acid ClC=1C(=C(C(=O)O)C=CC1C1=NC=NC(=C1)NCCN1C(=CC2=C(C=CC(=C12)F)OC)C)Cl